O=C(CNC(C1=CC(=CC=C1)C(C(F)(F)F)(C)O)=O)NC=1SC=C(N1)C1=CC(=CC=C1)C1=CC=NC=C1 N-(2-oxo-2-((4-(3-(pyridin-4-yl)phenyl)thiazol-2-yl)amino)ethyl)-3-(1,1,1-trifluoro-2-hydroxypropan-2-yl)benzamide